2-chloro-1-(indolin-1-yl)ethan-1-one ClCC(=O)N1CCC2=CC=CC=C12